FC(CC(C1=CC=C(C=C1)F)N1N=CC(=C1)C1=CC=CC(=N1)C1=C(C=2N(C=C1)N=C(N2)N)F)F 7-(6-(1-(3,3-difluoro-1-(4-fluorophenyl)propyl)-1H-pyrazol-4-yl)pyridin-2-yl)-8-fluoro-[1,2,4]triazolo[1,5-a]pyridin-2-amine